BrC=1C=C2C(=CC(=NC2=CC1OC)C)N[C@H](C)C1=C(C(=CC=C1)C(F)F)F (R)-6-bromo-N-(1-(3-(difluoromethyl)-2-fluorophenyl)ethyl)-7-methoxy-2-Methylquinolin-4-amine